P(=O)([O-])([O-])Cl.[Sr+2] Strontium Chlorophosphate